CC1=CN=C(S1)C=1C=C(C(=O)N[C@H](C)C=2C=NC(=NC2)C(F)(F)F)C=C(C1)O[C@H]1CC[C@H]2[C@H]1OCCN2 3-(5-methyl-1,3-thiazol-2-yl)-5-[(4aS,7S,7aR)-octahydrocyclopenta[b][1,4]oxazin-7-yloxy]-N-{(1R)-1-[2-(trifluoromethyl)pyrimidin-5-yl]ethyl}benzamide